C(CCC)C1N(CC(N(C1)C1=CC(=CC=C1)OC(F)(F)F)=O)CC1=CN=CN1CC1=CC=C(C=C1)Cl 5-Butyl-4-((1-(4-chlorobenzyl)-1H-imidazol-5-yl)methyl)-1-(3-(trifluoromethoxy)phenyl)piperazin-2-one